N1(CCOCC1)CC(C)N 1-(4-morpholinyl)-2-propylamine